[2-(diphenylmethyleneamino)-4-methylthiazol-5-yl]-3-trifluoromethyl-1-isoindolone C1(=CC=CC=C1)C(C1=CC=CC=C1)=NC=1SC(=C(N1)C)C1=C2C(=NC(C2=CC=C1)=O)C(F)(F)F